(6-((1H-pyrazol-1-yl)methyl)-4-methoxybenzo[d]isoxazol-3-yl)-3-(piperazin-1-yl)benzenesulfonamide N1(N=CC=C1)CC1=CC2=C(C(=NO2)C2=C(C=CC=C2N2CCNCC2)S(=O)(=O)N)C(=C1)OC